2-benzyl 1-(tert-butyl) (2S,4R)-4-fluoro-4-(fluoromethyl)pyrrolidine-1,2-dicarboxylate F[C@@]1(C[C@H](N(C1)C(=O)OC(C)(C)C)C(=O)OCC1=CC=CC=C1)CF